(R)-8-(5-cyclohexylthiazol-2-yl)-4-oxooctahydro-2H-pyrazino[1,2-a]pyrazine-2-carbonitrile C1(CCCCC1)C1=CN=C(S1)N1C[C@@H]2N(C(CN(C2)C#N)=O)CC1